FC1=CC=C(C=C1)N1N=CC2=C1C=C1CCN(C[C@]1(C2)C(=O)OC)C(=O)OC(C)(C)C 6-(tert-butyl) 4a-methyl (R)-1-(4-fluorophenyl)-1,4,7,8-tetrahydro-6H-pyrazolo[3,4-g]isoquinoline-4a,6(5H)-dicarboxylate